ClC=1C(=NC=C(C1)Cl)C(C)=O 3,5-dichloro-2-acetylpyridine